methyl (1-(2-methyl-5-((2-(trifluoromethyl)pyridin-3-yl)methoxy)benzofuran-3-yl)cyclopropyl)glycinate CC=1OC2=C(C1C1(CC1)NCC(=O)OC)C=C(C=C2)OCC=2C(=NC=CC2)C(F)(F)F